C=C1C(=NC=CC1)C1=NC=CC=C1 methylenebipyridyl